N1=C(OC=2CN(CCC21)C(=O)OC(C)(C)C)C(=O)OCC O5-tert-butyl O2-ethyl 6,7-dihydro-4H-oxazolo[5,4-c]pyridine-2,5-dicarboxylate